3-((dimethyl-(phenyl)silyl)oxy)-1H-indene-2-carbaldehyde C[Si](OC1=C(CC2=CC=CC=C12)C=O)(C1=CC=CC=C1)C